N1-[1-(2-methoxy-ethyl)-1H-imidazol-2-ylmethyl]-N1-(5,6,7,8-tetrahydro-quinolin-8-yl)-butane-1,4-diamine COCCN1C(=NC=C1)CN(CCCCN)C1CCCC=2C=CC=NC12